C(C\N=C(/C)\C1=C(C=CC(=C1)C(F)(F)F)[O-])\N=C(/C)\C1=C(C=CC(=C1)C(F)(F)F)[O-] 2,2'-((1E,1'E)-(ethan-1,2-diylbis(azanylyliden))bis(ethan-1-yl-1-yliden))bis(4-(trifluoromethyl)phenolat)